8-bromo-4,4-dimethylcyclopentaphenanthrene BrC1=C2C3=CC=CC(C3=C3C(C2=CC=C1)=CC=C3)(C)C